trans-(5R)-4-(5-((S)-2-(4-Chlorophenyl)-3-(isopropylamino)propionyl)hexahydropyrrolo[3,4-c]pyrrol-2(1H)-yl)-5-methyl-5,8-dihydropyrido[2,3-d]pyrimidin-7(6H)-on ClC1=CC=C(C=C1)[C@H](C(=O)N1C[C@H]2[C@H](C1)CN(C2)C=2C1=C(N=CN2)NC(C[C@H]1C)=O)CNC(C)C